(E)-2-(3,7-dimethylocta-2,6-dien-1-yl)-5-pentyl-4-(pyridin-4-yl)benzene-1,3-diol C\C(=C/CC1=C(C=C(C(=C1O)C1=CC=NC=C1)CCCCC)O)\CCC=C(C)C